C(C)(C)(C)OC(=O)N1CCC(=CC1)C1=CC=C2C=NN(C2=C1)C tert-butyl-4-(1-methylindazol-6-yl)-3,6-dihydro-2H-pyridine-1-carboxylate